6-(2-bromoprop-2-yl)-4-(trifluoromethyl)pyridazin-3(2H)-one BrC(C)(C)C=1C=C(C(NN1)=O)C(F)(F)F